1-amino-N-(4-(3,4-dichloro-phenyl)but-3-yn-2-yl)cyclopentane-1-carboxamide NC1(CCCC1)C(=O)NC(C)C#CC1=CC(=C(C=C1)Cl)Cl